CC=1C(=NC=NC1C)N1C2CNC(C1)C2 2-(5,6-dimethylpyrimidin-4-yl)-2,5-diazabicyclo[2.2.1]heptane